C(C)(C)(C)OC(=O)NCCOC=1C=C(C(=C2C=CNC12)C#C[Si](C(C)C)(C(C)C)C(C)C)C(=O)OC Methyl 7-(2-((tert-butoxycarbonyl) amino) ethoxy)-4-((triisopropylsilyl) ethynyl)-1H-indole-5-carboxylate